COC=1C=CC2=C([Se]C(=C2CC2=CC=C(C=C2)/C=C/C(=O)OC(C)(C)C)C2=CC=C(C=C2)OC)C1 tert-Butyl (E)-3-(4-((6-methoxy-2-(4-methoxyphenyl)benzo[b]selenophen-3-yl)methyl)phenyl)acrylate